NC1=C2C(=C(N=N1)N(C)CC1=CC=C(C#N)C=C1)N(C(=N2)CCCC)C 4-(((4-amino-2-butyl-1-methyl-1H-imidazo[4,5-d]pyridazin-7-yl)(methyl)amino)methyl)benzonitrile